1-(3-(7-(3,3-difluoroazetidin-1-yl)-3-(4-(trifluoromethyl)phenyl)-1H-pyrazolo[4,3-b]pyridin-1-yl)azetidin-1-yl)-2-fluoroprop-2-en-1-one FC1(CN(C1)C1=C2C(=NC=C1)C(=NN2C2CN(C2)C(C(=C)F)=O)C2=CC=C(C=C2)C(F)(F)F)F